C(C)N=S(C(F)(F)F)(=O)C1=CC2=C(N(C(=N2)C2=NC(=CC=C2S(=O)(=O)CC)N2N=CN=C2)C)C=C1 Ethylimino-[2-[3-ethylsulfonyl-6-(1,2,4-triazol-1-yl)-2-pyridyl]-1-methylbenzimidazol-5-yl]oxo(trifluoromethyl)-λ6-sulfan